methyl-(2E)-but-2-ene-1,4-dioic acid (1R)-1-(N,N-diethylcarbamoyl) ethyl ester C(C)OC(/C=C(/C(=O)OC(N(CC)CC)=O)\C)=O